FC(C1=CC=C(C=C1)CN)(F)F (4-(trifluoromethyl)phenyl)methylamine